C(C)OC(C1=CC(=C(C=C1)O)NC1=C(C=CC(=C1)Cl)C(=O)OC)=O 3-(5'-chloro-2'-methoxycarbonyl-anilino)-4-hydroxybenzoic acid ethyl ester